C1(CC1)NC1(CCN(CC1)C=1C=C2C(=NC1)C(=NN2)C2=C(C(=CC=C2)Cl)Cl)C N-cyclopropyl-1-(3-(2,3-dichlorophenyl)-1H-pyrazolo[4,3-b]pyridin-6-yl)-4-methylpiperidin-4-amine